ClC=1C(=C(CNC(CN(C(CN2N=C(C3=CC=CC=C23)C(=O)N)=O)CCO)=O)C=CC1)F (2-((2-((3-chloro-2-fluorobenzyl)amino)-2-oxoethyl)(2-hydroxyethyl)amino)-2-oxoethyl)-1H-indazole-3-carboxamide